phenyl(dimethylfluorenyl){[(biphenylyl)dibenzoselenophenyl]phenyl}triazine C1(=CC=CC=C1)C1=C(C(=NN=N1)C1=C(C=CC=C1)C1=C(C=CC=2[Se]C3=C(C21)C=CC=C3)C3=C(C=CC=C3)C3=CC=CC=C3)C3=C(C(=CC=2C1=CC=CC=C1CC32)C)C